C(C1=CC=CC=C1)OC=1C(=C(C=CC1OC)CCN)OC 2-(3-benzyloxy-2,4-dimethoxy-phenyl)ethanamine